3-((3R,4S)-4-((5-(1-(2,2-difluoroethyl)-4-fluoro-1H-benzo[d][1,2,3]triazol-6-yl)-4-methoxypyrrolo[2,1-f][1,2,4]triazin-2-yl)amino)-3-fluoropiperidin-1-yl)oxetan-3-carbonitrile FC(CN1N=NC2=C1C=C(C=C2F)C=2C=CN1N=C(N=C(C12)OC)N[C@@H]1[C@@H](CN(CC1)C1(COC1)C#N)F)F